3-cyclohexenyl-formaldehyde C1(CC=CCC1)C=O